di-tert-butyldicarbonate C(C)(C)(C)OC(=O)OC(=O)OC(C)(C)C